N-[2-(trifluoromethyl)phenyl]isoquinolin-1-amine FC(C1=C(C=CC=C1)NC1=NC=CC2=CC=CC=C12)(F)F